Cl.Cl.NCCC(O)C1=NC=C(C=C1)Cl 3-amino-1-(5-chloropyridin-2-yl)propan-1-ol 2HCl